(naphthalen-2-yl)glutamine C1=C(C=CC2=CC=CC=C12)N[C@@H](CCC(N)=O)C(=O)O